1-(tert-butyl) 3-ethyl 4-octylpyrrolidine-1,3-dicarboxylate C(CCCCCCC)C1C(CN(C1)C(=O)OC(C)(C)C)C(=O)OCC